COCCOCC=1C=C(C=NC1)S(=O)(=N)C1=CC=C(C(=O)OC)C=C1 methyl 4-[[5-(2-methoxyethoxymethyl)-3-pyridyl]sulfonimidoyl]benzoate